ethyl 5-bromo-3-((2-(2-ethoxy-2-oxoethyl)-5-methoxyphenoxy)methyl)benzo[b]thiophene-2-carboxylate BrC1=CC2=C(SC(=C2COC2=C(C=CC(=C2)OC)CC(=O)OCC)C(=O)OCC)C=C1